BrC(C1=CC=CC=C1B1OC(C)(C)C(C)(C)O1)Br 6-dibromomethylphenylboronic acid pinacol ester